Cl.NC(CNC(OCC1=CC=CC=C1)=O)C(C(=O)N)O benzyl (2,4-diamino-3-hydroxy-4-oxobutyl)carbamate hydrochloride